dodecanediol CCCCCCCCCCCC(O)O